1-{[3-(3-fluoro-4-{[2-(propan-2-yl)-1H-imidazol-1-yl]Methyl}phenyl)-5-(2-methylpropyl)Thien-2-yl]Sulfonyl}-3-(3,3,3-trifluoropropyl)urea FC=1C=C(C=CC1CN1C(=NC=C1)C(C)C)C1=C(SC(=C1)CC(C)C)S(=O)(=O)NC(=O)NCCC(F)(F)F